2-(2,4-difluorophenyl)-2-hydroxyacetic acid FC1=C(C=CC(=C1)F)C(C(=O)O)O